C1(CC1)NC1CCN(CC1)C1=NC=NC2=CC(=C(C=C12)OC)OC N-cyclopropyl-1-(6,7-dimethoxyquinazolin-4-yl)piperidin-4-amine